OC=1C2=CC=C3C(=C2C=CC1)C(=O)OC3=O 5-Hydroxy-1,2-naphthalenedicarboxylic anhydride